ONC(=O)C=1C=2CN(C(C2C=CC1)(C)C)C=1OC=2C(=NC=CC2)N1 N-hydroxy-1,1-dimethyl-2-(oxazolo[4,5-b]pyridin-2-yl)isoindoline-4-carboxamide